C(C)(C)(C)C1=NOC(=N1)C(=O)NCC1=C(C=C(C=C1)C1=NC=NC(=N1)NC=1C=NN(C1)C)Cl 3-(tert-butyl)-N-(2-chloro-4-(4-((1-methyl-1H-pyrazol-4-yl)amino)-1,3,5-triazin-2-yl)benzyl)-1,2,4-oxadiazole-5-carboxamide